F[C@@H]1[C@@]2(C[C@H]([C@](C[C@H]1C(=C)C=1N=CC(=NC1)C1=C(C=C(C=C1)N1C=NC=C1)O)(N2)C)F)C 2-(5-(1-((1S,2S,3S,5S,6R)-2,6-difluoro-1,5-dimethyl-8-azabicyclo[3.2.1]octan-3-yl)vinyl)pyrazin-2-yl)-5-(1H-imidazol-1-yl)phenol